ClC1=CC=CC=2N(CC(OC21)C)C(=O)C=2C=NC=C(C2)N2CCOCC2 (8-chloro-2,3-dihydro-2-methyl-4H-1,4-benzoxazin-4-yl)[5-(4-morpholinyl)-3-pyridinyl]methanone